C(CCC)O[Hf] n-ButoxyHafnium